C1=CC=CC=2C3=CC=CC=C3C(C12)COC(=O)N([C@H](C(=O)O)CC=1C=NC=CC1)C (2S)-2-[9H-fluoren-9-ylmethoxycarbonyl(methyl)amino]-3-(3-pyridyl)propanoic acid